(1s,4s)-4-(2-(cyclopentylamino)-8-(2,6-difluorophenylamino)-9H-purin-9-yl)cyclohexanecarboxamide C1(CCCC1)NC1=NC=C2N=C(N(C2=N1)C1CCC(CC1)C(=O)N)NC1=C(C=CC=C1F)F